(4R,5R)-2-ethyl-2-(2-fluoro-[1,1'-biphenyl]-4-yl)-1,3-dioxolane-4,5-dicarboxylic acid C(C)C1(O[C@H]([C@@H](O1)C(=O)O)C(=O)O)C1=CC(=C(C=C1)C1=CC=CC=C1)F